2,3-dichloro-4-methoxy-6-(4,4,5,5-tetramethyl-1,3,2-dioxaborolan-2-yl)aniline ClC1=C(N)C(=CC(=C1Cl)OC)B1OC(C(O1)(C)C)(C)C